BrC1=CN=C(S1)C=1C(=NC=CN1)C(C)N 1-[3-(5-bromothiazol-2-yl)pyrazin-2-yl]ethanamine